C(C)(C)(C)OC(=O)N1CC(CCC1)CC1=C(C(=C(C=C1)O)N1S(NC(C1)=O)(=O)=O)F.C1=C(C=CC2=CC=CC=C12)OCC(=C=CC=1SC=CC1)CC 2-(3-((naphthalene-2-oxy)methyl)pent-1,2-dien-1-yl)thiophene tert-butyl-3-(3-(1,1-dioxido-4-oxo-1,2,5-thiadiazolidin-2-yl)-2-fluoro-4-hydroxybenzyl)piperidine-1-carboxylate